C1(=CC=CC=C1)S(=O)(=O)N1C=CC=2C1=NC(=CC2)[C@@H](C)NC(OC(C)(C)C)=O tert-butyl N-[(1R)-1-[1-(benzenesulfonyl)pyrrolo[2,3-b]pyridin-6-yl]ethyl]carbamate